SCC(=O)OCC(COC(CS)=O)(COC(CS)=O)COC(CS)=O Pentaerythritol tetrakis(2-mercaptoacetat)